NC1=NC(=C(C=C1C=1C=C2CCNC(C2=C(C1)F)=O)C1=CC=C(C=C1)N1CCS(CC1)(=O)=O)F 6-(2-amino-5-(4-(1,1-dioxidothiomorpholino)phenyl)-6-fluoropyridin-3-yl)-8-fluoro-3,4-dihydroisoquinolin-1(2H)-one